Ethyl (S)-6-(bromomethyl)-4-(3-fluoro-2-methylphenyl)-2-(thiazol-2-yl)-1,4-dihydropyrimidine-5-carboxylate BrCC1=C([C@@H](N=C(N1)C=1SC=CN1)C1=C(C(=CC=C1)F)C)C(=O)OCC